tert-butyl (2S,5S)-5-(4-chlorobenzyl)-2-isopropylpiperazine-1-carboxylate ClC1=CC=C(C[C@@H]2NC[C@@H](N(C2)C(=O)OC(C)(C)C)C(C)C)C=C1